OC1=C(C=CC=C1)C(CC(=O)C1=CC=CC=C1)=O 1-(2-Hydroxyphenyl)-3-phenyl-1,3-propandion